C[Si]1(N[Si](N1)(C)C)C tetramethyl-cyclodisilazane